6-Chloro-7-methoxy-2-(methoxymethyl)-4-methyl-3,4-dihydro-2H-benzo[b][1,4]oxazine ClC1=CC2=C(OC(CN2C)COC)C=C1OC